S(=O)(=O)([O-])[O-].[Ti+4].[Mg+2].S(=O)(=O)([O-])[O-].S(=O)(=O)([O-])[O-] magnesium-titanium sulfate